tert-butyl ((4-hydroxycyclohexyl)methyl)carbamate OC1CCC(CC1)CNC(OC(C)(C)C)=O